ClC1=C(C=C(OCC(=O)NC23CC(C2)(C3)NC(COC=3C=NC(=CC3)OC)=O)C=C1)F 2-(4-chloro-3-fluorophenoxy)-N-(3-{2-[(6-methoxypyridin-3-yl)oxy]acetamido}bicyclo[1.1.1]pentan-1-yl)acetamide